C(C(=C)C)(=O)OCCC[Si](OC)(C)C 3-methacryloxypropyl-dimethylmethoxysilane